N-(4-Cyanobenzyl)-6-((1-(N-(5-cyclopropylisoxazol-3-yl)sulfamoyl)cyclopropyl)methyl)-1-methyl-7-oxo-4,5,6,7-tetrahydro-1H-pyrazolo[3,4-c]pyridine-3-carboxamide C(#N)C1=CC=C(CNC(=O)C2=NN(C=3C(N(CCC32)CC3(CC3)S(NC3=NOC(=C3)C3CC3)(=O)=O)=O)C)C=C1